2-Amino-N-[4-fluoro-5-[[5-(2-hydroxypropan-2-yl)pyridin-2-yl]carbamoyl]-2-methylphenyl]-1,3-thiazole-5-carboxamide NC=1SC(=CN1)C(=O)NC1=C(C=C(C(=C1)C(NC1=NC=C(C=C1)C(C)(C)O)=O)F)C